OC1=C(C=C(C=C1)CCOC(C(=C)C)=O)N1N=C2C(=N1)C=CC=C2 2-[2-hydroxy-5-[2-(methacryloyloxy)-ethyl]phenyl]-2H-benzotriazole